(1-(3-(2-((7-amino-6-cyano-3-ethyl-2-methylpyrazolo[1,5-a]pyrimidin-5-yl)amino)ethyl)-1H-pyrazol-1-yl)cyclopropyl)methyl methanesulfonate CS(=O)(=O)OCC1(CC1)N1N=C(C=C1)CCNC1=NC=2N(C(=C1C#N)N)N=C(C2CC)C